C(N)(=O)C(CN1C(C=2C=CC3=C(C2C1)C=C(C=C3)C3=CC(=C(N)C(=C3)OC)[N+]#[C-])=O)=C 4-[2-(2-carbamoyl-2-methylideneethyl)-3-oxo-1H,2H,3H-benzo[e]isoindol-8-yl]-2-isocyano-6-methoxyaniline